BrC1=CC=C(C=C1)C1=NN(C(=C1I)C(=O)OCC)C1CCCC1 ethyl 3-(4-bromophenyl)-1-cyclopentyl-4-iodo-1H-pyrazole-5-carboxylate